6-(5-{(1S)-1-[(tert-Butoxycarbonyl)amino]ethyl}-3-methyl-1H-1,2,4-triazol-1-yl)nicotinic acid C(C)(C)(C)OC(=O)N[C@@H](C)C1=NC(=NN1C1=NC=C(C(=O)O)C=C1)C